COC=1C=C(C=C(C1OC)OC)N1C=NC(=C1)NC=1C2=C(N=C(N1)N1[C@H](CCC1)C(=O)N)SC=C2 (R)-1-(4-((1-(3,4,5-trimethoxyphenyl)-1H-imidazol-4-yl)amino)thieno[2,3-d]pyrimidin-2-yl)pyrrolidine-2-carboxamide